N-(1-benzyl-3-(3,3-difluoro-cyclobutyl)-4-methyl-1H-pyrazol-5-yl)-3,3-difluorocyclobutane-1-carboxamide C(C1=CC=CC=C1)N1N=C(C(=C1NC(=O)C1CC(C1)(F)F)C)C1CC(C1)(F)F